pentaerythritol tetrakis(3,5-di-tert-butyl-4-hydroxycinnamate) C(C)(C)(C)C=1C=C(C=CC(=O)OCC(COC(C=CC2=CC(=C(C(=C2)C(C)(C)C)O)C(C)(C)C)=O)(COC(C=CC2=CC(=C(C(=C2)C(C)(C)C)O)C(C)(C)C)=O)COC(C=CC2=CC(=C(C(=C2)C(C)(C)C)O)C(C)(C)C)=O)C=C(C1O)C(C)(C)C